2-(4-(4-ethoxyphenyl)thiophen-2-yl)-6-fluoroquinoline-4-carboxylic acid C(C)OC1=CC=C(C=C1)C=1C=C(SC1)C1=NC2=CC=C(C=C2C(=C1)C(=O)O)F